2-(4-(5-chloro-2-(4-chloro-1H-1,2,3-triazol-1-yl)phenyl)-2,5-dioxapiperazin-1-yl)-3-phenylpropionic acid ClC=1C=CC(=C(C1)N1CON(CO1)C(C(=O)O)CC1=CC=CC=C1)N1N=NC(=C1)Cl